ClC=1C=C2C3=C(NC2=CC1)[C@@H](N(CC3)C=3OC(=NN3)C(F)(F)F)C=C(C)C (1S)-6-chloro-1-(2-methylprop-1-en-1-yl)-2-[5-(trifluoromethyl)-1,3,4-oxadiazol-2-yl]-2,3,4,9-tetrahydro-1H-pyrido[3,4-b]indole